C1(CC1)[C@H](C)C1=NC(=CC=C1C(=O)N)C(F)(F)F ((S)-1-cyclopropylethyl)-6-(trifluoromethyl)pyridine-3-carboxamide